ClCC(=O)N1CC(CCC1)NC(OC(C)(C)C)=O tert-butyl (1-(2-chloroacetyl)piperidin-3-yl)carbamate